tris[(3-ethyl-3-oxetanylmethoxy)methyl]benzene C(C)C1(COC1)COCC=1C(=C(C=CC1)COCC1(COC1)CC)COCC1(COC1)CC